chloro-1',2',2'-trimethyl-1',2',4,5-tetrahydro-2H-spiro[furan-3,4'-pyrido[3,2-d][1,3]oxazine] ClC=1C=CC=2N(C(OC3(C2N1)COCC3)(C)C)C